3-[2-(4-morpholinyl)ethoxy]propylamine N1(CCOCC1)CCOCCCN